CN1C(C=C(C=C1)C1(CCC1)OCC(=O)N1CC2CCC(C1)N2C2=NC=C(C#N)C=C2)=O 6-(3-(2-(1-(1-methyl-2-oxo-1,2-dihydropyridin-4-yl)cyclobutoxy)acetyl)-3,8-diazabicyclo[3.2.1]octan-8-yl)nicotinonitrile